2-(2,6-dimethyl-4-((4-(pyridin-2-yl)piperazin-1-yl)methyl)phenoxy)-2-methylpropanoic acid ethyl ester C(C)OC(C(C)(C)OC1=C(C=C(C=C1C)CN1CCN(CC1)C1=NC=CC=C1)C)=O